C1N(CC12CCNCC2)C=2C1=C(N=CN2)C=NC(=C1)CC(F)(F)F 4-(2,7-Diazaspiro[3.5]non-2-yl)-6-(2,2,2-trifluoroethyl)pyrido[3,4-d]pyrimidine